2,3,4-trimethyl-1-pentyl methacrylate C(C(=C)C)(=O)OCC(C(C(C)C)C)C